tris[4-(4-acetylphenylsulfanyl)phenyl]sulfonium 10-camphorsulfonate C12(C(=O)CC(CC1)C2(C)C)CS(=O)(=O)[O-].C(C)(=O)C2=CC=C(C=C2)SC2=CC=C(C=C2)[S+](C2=CC=C(C=C2)SC2=CC=C(C=C2)C(C)=O)C2=CC=C(C=C2)SC2=CC=C(C=C2)C(C)=O